(±)-5-benzyl-N-(1-methyl-2-oxo-1,2,3,4,6,7-hexahydro-[1,4]diazepino[3,2,1-hi]indol-3-yl)-4H-1,2,4-triazole-3-carboxamide C(C1=CC=CC=C1)C=1NC(=NN1)C(=O)N[C@H]1C(N(C=2C=CC=C3CCN(C23)C1)C)=O |r|